C(C1=CC=CC=C1)N1CC2(CC1)NC1=NC(=C(C=C1CC2)C=2N=C(OC2)C)C 1'-benzyl-7-methyl-6-(2-methyl-1,3-oxazol-4-yl)-3,4-dihydro-1H-spiro[1,8-naphthyridine-2,3'-pyrrolidine]